Cl.FC1=C(C=CC(=C1)F)C1=CC(=CN1S(=O)(=O)C1=CC(=CC=C1)C=1C=NN(C1)C)CNC 1-(5-(2,4-difluorophenyl)-1-((3-(1-methyl-1H-pyrazol-4-yl)phenyl)sulfonyl)-1H-pyrrol-3-yl)-N-methyl-methylamine hydrochloride